FC=1C=C(CC=2C=C3C(=NNC3=CC2)NC(C2=C(C=C(C=C2)N2CCN(CC2)C(C(F)(F)F)=O)N(C(C(F)(F)F)=O)C2CCOCC2)=O)C=C(C1)F N-(5-(3,5-difluorobenzyl)-1H-indazol-3-yl)-2-(2,2,2-trifluoro-N-(tetrahydro-2H-pyran-4-yl)acetamido)-4-(4-(2,2,2-trifluoroacetyl)piperazin-1-yl)benzamide